FC(C1=C(C=CC=C1)CN1C=NC=2CN(CCC21)C(=O)OC(C)(C)C)(F)F tert-butyl 1-[[2-(trifluoromethyl) phenyl] methyl]-1h,4h,5h,6h,7h-imidazo[4,5-C]pyridine-5-carboxylate